(Z)-ethyl (3-(2-((tert-butoxycarbonyl)amino)pyridin-4-yl) thiazol-2(3H)-ylidene)carbamate C(C)(C)(C)OC(=O)NC1=NC=CC(=C1)N1/C(/SC=C1)=N/C(OCC)=O